BrC1=C(SC=C1)C=1N=C(SC1)N (3-bromothiophen-2-yl)thiazol-2-amine